bicyclo[3.2.1]Octane-3-amine C12CC(CC(CC1)C2)N